C(C)(C)(C)N=[W](N(C)C)(N(C)C)=NC(C)(C)C bis(tertiarybutylimino)bis(dimethylamino)tungsten